C(=O)OCC1=CC=CC=C1 1-Benzyl formate